bis(o-ethylphenyl)phosphine oxide C(C)C1=C(C=CC=C1)P(C1=C(C=CC=C1)CC)=O